4-((2-fluoro-6-methoxybenzyl)amino)-2-((1-(2-methylthioethyl)-1H-pyrazol-4-yl)amino)pyrimidin-5-carboxamide FC1=C(CNC2=NC(=NC=C2C(=O)N)NC=2C=NN(C2)CCSC)C(=CC=C1)OC